ClC=1C=NC=C(C1C(C)OC=1C=C2C(=NNC2=CC1)C(=O)NC1=CC=C(C=C1)N1C[C@@H](N[C@@H](C1)C)C)Cl 5-(1-(3,5-dichloropyridin-4-yl)ethoxy)-N-(4-((3S,5R)-3,5-dimethylpiperazin-1-yl)phenyl)-1H-indazole-3-carboxamide